ClC=1C=C(C=CC1)C1=CNC=2N=CN=C(C21)N2CCN(CC2)C(C)=O 1-(4-(5-(3-chlorophenyl)-7H-pyrrolo[2,3-d]pyrimidin-4-yl)piperazin-1-yl)ethan-1-one